FC=1C=C(C=C(C1F)F)C=O (3,4,5-trifluorophenyl)methanone